FC(C1(C(C(C(F)(F)F)(F)F)(O1)F)C(F)(F)F)(F)F Perfluoro-2,3-epoxy-2-methyl-pentane